NC=1C(=NC(=CN1)C1=CC=C(C=C1)C)C(=O)NC1=CC=C(C=C1)S(=O)(=O)C(C)P(OC)(OC)=O dimethyl 1-(4-(3-amino-6-p-tolylpyrazine-2-carboxamido)phenylsulfonyl)ethylphosphonate